(3S,4S)-1-cyclopentyl-4-{[3-(2,4-difluoro-phenyl)-isoxazole-5-carbonyl]-amino}-piperidine-3-carboxylic acid ((R)-1-pyridin-2-yl-ethyl)-amide N1=C(C=CC=C1)[C@@H](C)NC(=O)[C@H]1CN(CC[C@@H]1NC(=O)C1=CC(=NO1)C1=C(C=C(C=C1)F)F)C1CCCC1